3,4-dihydro-1H-pyrano[4,3-c]pyridine C1OCCC=2C=NC=CC21